C(C)C(C(=O)O)(CCCCCC)CC 2,2-diethyl-octanoic acid